2,3-dihydroxypropylhexadecyldimethylammonium chloride [Cl-].OC(C[N+](C)(C)CCCCCCCCCCCCCCCC)CO